tert-butyl 4-[6-[[6-(difluoromethyl)-2-pyridyl]carbamoyl]-7-isopropoxy-imidazo[1,2-a]pyridin-2-yl]piperidine-1-carboxylate FC(C1=CC=CC(=N1)NC(=O)C=1C(=CC=2N(C1)C=C(N2)C2CCN(CC2)C(=O)OC(C)(C)C)OC(C)C)F